ClC1=CC=C(\C=C\2/C(C(OCC2(C)C)=O)CC)C=C1 (E)-4-(4-chlorobenzylidene)-5,5-dimethylethyl-2H-pyran-2-one